S(=O)(=O)(ON1[C@@H]2CC[C@H](N(C1=O)C2)C(NC(=O)C2N(C2)C)=N)O (2S,5R)-2-(N-(1-methylaziridine-2-carbonyl) carbamimidoyl)-7-oxo-1,6-diazabicyclo[3.2.1]octan-6-yl hydrogen sulfate